(S)-2-(1-Methyl-4-oxo-1,4-dihydro-5H-pyrazolo[3,4-d]pyridazin-5-yl)-N-(1-(p-tolyl)ethyl)-acetamid CN1N=CC2=C1C=NN(C2=O)CC(=O)N[C@@H](C)C2=CC=C(C=C2)C